tin (II) oleate C(CCCCCCC\C=C/CCCCCCCC)(=O)[O-].[Sn+2].C(CCCCCCC\C=C/CCCCCCCC)(=O)[O-]